2-(4-aminopiperidin-1-yl)-9-isopropyl-N-((2-(1-methyl-1H-pyrrol-2-yl)pyridin-3-yl)methyl)-9H-purin-6-amine NC1CCN(CC1)C1=NC(=C2N=CN(C2=N1)C(C)C)NCC=1C(=NC=CC1)C=1N(C=CC1)C